C(C)(=O)N1CCC(CC1)C(=O)NCC1=C(C=C(C=C1)[N+](=O)[O-])N 1-Acetyl-N-(2-amino-4-nitrobenzyl)piperidine-4-carboxamide